C1(CCCCC1)[C@H]1OCC2=CC(=CC=C2[C@@H]1C1=CC=C(C=C1)N1CCC(CC1)CN1CCN(CC1)C=1C=C2CN(C(C2=CC1)=O)[C@@H]1C(NC(CC1)=O)=O)O (S)-3-(5-(4-((1-(4-((3R,4S)-3-cyclohexyl-7-hydroxyisochroman-4-yl)phenyl)piperidin-4-yl)methyl)piperazin-1-yl)-1-oxoisoindolin-2-yl)piperidine-2,6-dione